FC=1C=C(C(=NC1)OC)[C@@H]1N(CCC1)C=1C=CC=2N(N1)C(=CN2)C2=NC=CC(=N2)CCO (R)-2-(2-(6-(2-(5-fluoro-2-methoxypyridin-3-yl)pyrrolidin-1-yl)imidazo[1,2-b]pyridazin-3-yl)pyrimidin-4-yl)ethan-1-ol